Methyl 3-(8-methyl-4-oxo-7-(trifluoromethyl)-2,3,4,5-tetrahydro-1H-benzo[b][1,4]diazepin-2-yl)benzoate CC=1C(=CC2=C(NC(CC(N2)=O)C=2C=C(C(=O)OC)C=CC2)C1)C(F)(F)F